C(C)(C)(C)N1C(=NC(=C1)C(=O)NC1=C(C=C(C(=C1)C=1C=C(C=2N(C1)C=CN2)N2CCOCC2)C)F)C 1-(Tert-butyl)-N-(2-fluoro-4-methyl-5-(8-morpholinoimidazo[1,2-a]pyridin-6-yl)phenyl)-2-methyl-1H-imidazole-4-carboxamide